CN(C(C=C)=O)C1=C(C=CC=C1)C#CC1=CC=C(C=C1)SC N-methyl-N-(2-((4-methylthiophenyl)ethynyl)phenyl)-acrylamide